1-ACETYL-2-PIPERIDINECARBOXALDEHYDE C(C)(=O)N1C(CCCC1)C=O